COC1=CC=C(C=C1)C1=NOC(=N1)N1CCN(CC1)C(C)=O 1-(4-(3-(4-methoxyphenyl)-1,2,4-oxadiazol-5-yl)piperazin-1-yl)ethan-1-one